FC1(CC1)C(CC(=O)O)(C)O 3-(1-fluorocyclopropyl)-3-hydroxy-butyric acid